ClCC([C@H](C[C@H]1C(NCCC1)=O)NC([C@H](CC1CC1)NC(=O)C=1NC2=C(C=C(C=C2C1)F)F)=O)=O N-[(2S)-1-({(2S)-4-chloro-3-oxo-1-[(3S)-2-oxopiperidin-3-yl]butan-2-yl}amino)-3-cyclopropyl-1-oxopropan-2-yl]-5,7-difluoro-1H-indole-2-carboxamide